5-((tert-butoxycarbonyl)amino)thiazole-2-carboxylic acid C(C)(C)(C)OC(=O)NC1=CN=C(S1)C(=O)O